5-Amino-1-isopropyl-3-(4-(2-oxo-2-((3-(o-tolyl)isoxazol-5-yl)amino)ethyl)phenyl)-1H-pyrazole-4-carboxamide NC1=C(C(=NN1C(C)C)C1=CC=C(C=C1)CC(NC1=CC(=NO1)C1=C(C=CC=C1)C)=O)C(=O)N